(2S,4R)-4-(2,3-dichloro-6-methoxyphenyl)-2-formylpyrrolidine-1-carboxylic acid tert-butyl ester C(C)(C)(C)OC(=O)N1[C@@H](C[C@@H](C1)C1=C(C(=CC=C1OC)Cl)Cl)C=O